(E)-N-(3'-(1-((5-cyclopropyl-4-methyl-1H-pyrazol-3-yl)amino)-1-oxopropan-2-yl)-[1,1'-biphenyl]-4-yl)-4-(dimethylamino)but-2-enamide C1(CC1)C1=C(C(=NN1)NC(C(C)C=1C=C(C=CC1)C1=CC=C(C=C1)NC(\C=C\CN(C)C)=O)=O)C